4-[[6-[5-carboxypentyl(3-sulfonatopropyl)amino]-1,1-dimethyl-2H-xanthene-10-ium-3-yl]-methyl-amino]benzenesulfonate sodium salt [Na+].C(=O)(O)CCCCCN(C=1C=C2[O+]=C3C=C(CC(C3=CC2=CC1)(C)C)N(C1=CC=C(C=C1)S(=O)(=O)[O-])C)CCCS(=O)(=O)[O-]